N1C(NC=C1)=O 1H-imidazole-One